ClC1=C(C=C(C=C1)C1=NN(C(=N1)CC(NCC1=CC(=CC(=C1)Cl)Cl)=O)CC(=O)O)F 2-[3-(4-chloro-3-fluorophenyl)-5-({[(3,5-dichlorophenyl)methyl]carbamoyl}methyl)-1H-1,2,4-triazol-1-yl]acetic acid